ClC1=CC=C(C=C1)NC(=O)N[C@H]1[C@@H](C1)C1=CC=CC=C1 Trans-1-(4-chlorophenyl)-3-(2-phenylcyclopropyl)urea